6-Chloro-1-(4,6-bis(2-propanyl)-5-pyrimidinyl)-7-(2-fluorophenyl)-4-((2S)-2-methyl-4-(2-propenoyl)-1-piperazinyl)pyrido[2,3-d]pyrimidin-2(1H)-one ClC1=CC2=C(N(C(N=C2N2[C@H](CN(CC2)C(C=C)=O)C)=O)C=2C(=NC=NC2C(C)C)C(C)C)N=C1C1=C(C=CC=C1)F